[3-[(1S)-1-phenylethyl]-3-azabicyclo[2.2.1]heptan-7-yl]isoindoline-1,3-dione C1(=CC=CC=C1)[C@H](C)N1CC2CCC1C2N2C(C1=CC=CC=C1C2=O)=O